O(CCC1C2C=CC(C1)C2)CCC2C1C=CC(C2)C1 5,5'-(oxybis(ethane-2,1-diyl))bis(bicyclo[2.2.1]hept-2-ene)